N1C=C(C2=CC=CC=C12)CN1C=CC2=CC(=CC=C12)OCC1=CC=CC=C1 ((1H-indol-3-yl)methyl)-5-(benzyloxy)-1H-indole